tert-butyl 2-(ethylamino)-4-methyl-thiazole-5-carboxylate C(C)NC=1SC(=C(N1)C)C(=O)OC(C)(C)C